3-(3-hydroxy-1H-indazol-5-yl)-2-(4-(4-methyl-4H-1,2,4-triazol-3-yl)piperidin-1-yl)benzonitrile OC1=NNC2=CC=C(C=C12)C=1C(=C(C#N)C=CC1)N1CCC(CC1)C1=NN=CN1C